tert-butyl 3-(isopropylcarbamoyl)-4-(methoxymethyl)-6-(oxazol-2-ylmethoxy)-9H-pyrido[3,4-b]indole-9-carboxylate C(C)(C)NC(=O)C1=C(C2=C(N(C3=CC=C(C=C23)OCC=2OC=CN2)C(=O)OC(C)(C)C)C=N1)COC